2-[[4-[2-(4-chloro-2-fluoro-phenyl)-4-fluoro-2H-chromen-8-yl]-1-piperidinyl]methyl]-3-[Methyl [1-(fluoromethyl)cyclopropyl]methyl]benzimidazole-5-carboxylate ClC1=CC(=C(C=C1)C1OC2=C(C=CC=C2C(=C1)F)C1CCN(CC1)CC=1N(C2=C(N1)C=CC(=C2)C(=O)[O-])C(C2(CC2)CF)C)F